C12(CCC(C1C2)(C)O)C(C)C 4-Thujanol